N1=C(C=CC=C1)NC=1SC=C(N1)C1=CC=C(C(=O)[O-])C=C1 4-(2-(pyridin-2-ylamino)thiazol-4-yl)benzoate